FC=1C=C(CC=2C=C3C(=NNC3=CC2)NC(C2=C(C=C(C=C2)N2CCN(CC2)CC=2C=C3CN(C(C3=C(C2)F)=O)C2C(NC(CC2)=O)=O)NC2CCOCC2)=O)C=C(C1)F N-(5-(3,5-difluorobenzyl)-1H-indazol-3-yl)-4-(4-((2-(2,6-dioxopiperidin-3-yl)-7-fluoro-1-oxoisoindoline-5-yl)methyl)piperazin-1-yl)-2-((tetrahydro-2H-pyran-4-yl)amino)benzamide